FC(OC(=O)F)(F)F trifluoromethyloxycarbonyl fluoride